methyl 2-chloro-5-((4-fluoro-2-meth-ylphenyl)amino)-isonicotinate ClC=1C=C(C(=O)OC)C(=CN1)NC1=C(C=C(C=C1)F)C